2-methyl-5,11-dioxo-6,12-bis(n-hexyloxycarbonyloxy)naphthonaphthalene CC=1C=CC2=C3C(C(C(=C2C1)OC(=O)OCCCCCC)=O)=C1C=CC=CC1=C(C3=O)OC(=O)OCCCCCC